(5s,7s)-2-cyclopropylsulfonyl-7-fluoro-5-(3-fluorophenyl)-6,7-dihydro-5H-pyrrolo[1,2-b][1,2,4]triazole C1(CC1)S(=O)(=O)C=1N=C2N(N1)[C@@H](C[C@@H]2F)C2=CC(=CC=C2)F